(5S,8R)-3,5-difluoro-8-[(1S,2R)-2-fluoro-1-hydroxy-7-(trifluoromethylsulfonyl)-2,3-dihydro-1H-inden-4-yl]-5,6,7,8-tetrahydronaphthalene-1-carbonitrile FC=1C=C(C=2[C@H](CC[C@@H](C2C1)F)C1=C2C[C@H]([C@H](C2=C(C=C1)S(=O)(=O)C(F)(F)F)O)F)C#N